[3,5-difluoro-4-[5-methoxy-3-(trifluoromethyl)pyrazol-1-yl]phenyl]methylamine FC=1C=C(C=C(C1N1N=C(C=C1OC)C(F)(F)F)F)CN